(1-isopropyl-1H-imidazol-4-yl){(1R,5S,6r)-6-[(4-methoxy-2-thienyl)carbonyl]-3-azabicyclo[3.1.0]hex-3-yl}methanone C(C)(C)N1C=NC(=C1)C(=O)N1C[C@H]2C([C@H]2C1)C(=O)C=1SC=C(C1)OC